CC1=NOC(=C1CNC(OC(C)(C)C)=O)C1=NC=C(C=C1)B1OC(C(O1)(C)C)(C)C Tert-Butyl ((3-methyl-5-(5-(4,4,5,5-tetramethyl-1,3,2-dioxaborolan-2-yl)pyridin-2-yl)isoxazol-4-yl)methyl)carbamate